NCC(COC1=CC=C(C=C1)C(=O)N1C[C@H](CC1)C1=CC=C(C=C1)F)(F)F (R)-(4-(3-amino-2,2-difluoropropoxy)phenyl)(3-(4-fluorophenyl)pyrrolidin-1-yl)methanone